O1CCC2=C1C=CC(=C2)CC2OCC(CO2)=O 2-[(2,3-dihydro-1-benzofuran-5-yl)methyl]-1,3-dioxan-5-one